CO[Si](CCCN(CCC[Si](OC)(OC)OC)CCC[Si](OC)(OC)OC)(OC)OC tri(3-trimethoxysilylpropyl)amine